racemic-tert-butyl (1S,2R,3R,5R)-3-amino-2-fluoro-8-azabicyclo[3.2.1]octane-8-carboxylate N[C@H]1[C@H]([C@@H]2CC[C@H](C1)N2C(=O)OC(C)(C)C)F |r|